1,1'-(hexane-1,6-diyl)bis{4-[(E)-4-(diethylamino)styryl]-3-methylpyridin-1-ium} dibromide [Br-].[Br-].C(CCCCC[N+]1=CC(=C(C=C1)\C=C\C1=CC=C(C=C1)N(CC)CC)C)[N+]1=CC(=C(C=C1)\C=C\C1=CC=C(C=C1)N(CC)CC)C